6-amino-2-bromo-3-fluorobenzamide NC1=CC=C(C(=C1C(=O)N)Br)F